N-(7-cyclopropyl-1-(prop-2-yn-1-yl)-1H-indazol-3-yl)-2,4-difluorobenzamide C1(CC1)C=1C=CC=C2C(=NN(C12)CC#C)NC(C1=C(C=C(C=C1)F)F)=O